C1(CC1)S(=O)(=O)NC=1SC=C(N1)C(C(=O)NC1=NC=C(C=C1)C1=NC(=CN=C1)C(C)C)(C)C 2-(2-(cyclopropanesulfonamido)thiazol-4-yl)-N-(5-(6-isopropylpyrazin-2-yl)pyridin-2-yl)-2-methylpropanamide